FC1=C(C#N)C(=CC(=C1)C(=O)N1CC2(C1)CC(C2)N(C=2C1=C(N=CN2)NC=C1)C)F 2,6-difluoro-4-(6-(methyl(7H-pyrrolo[2,3-d]pyrimidin-4-yl)amino)-2-azaspiro[3.3]heptane-2-carbonyl)benzonitrile